As-triazine N1=NC=NC=C1